2-(4-chloro-2-fluorophenyl)-2-methyl-1,3-benzodioxol ClC1=CC(=C(C=C1)C1(OC2=C(O1)C=CC=C2)C)F